ClCCNC(=O)NC1=CC(=CC=C1)N1CCN(CC1)C 1-(2-chloroethyl)-3-(3-(4-methylpiperazin-1-yl)phenyl)urea